2-([1-[(2-Chlorophenyl)methyl]-5-(1-methyl-1H-pyrazol-4-yl)-1H-pyrazol-3-yl]methoxy)-2-methylpropanoic acid ClC1=C(C=CC=C1)CN1N=C(C=C1C=1C=NN(C1)C)COC(C(=O)O)(C)C